N,N-Di-n-butylaminomethyltrimethoxysilan C(CCC)N(CCCC)C[Si](OC)(OC)OC